3-{3-Methyl-2-oxo-4-[3-(piperidin-4-yloxy)prop-1-yn-1-yl]-1,3-benzodiazol-1-yl}piperidine-2,6-dione trifluoroacetate FC(C(=O)O)(F)F.CN1C(N(C2=C1C(=CC=C2)C#CCOC2CCNCC2)C2C(NC(CC2)=O)=O)=O